C(CC)(=O)ONP(=O)(OC1=CC=CC=C1)OC[C@H]1O[C@]([C@@H]([C@@H]1O)O)(C1=CC=C2C(=NC=NN21)NC(=O)OCCN)C#N (((((2R,3S,4R,5R)-5-cyano-3,4-dihydroxy-5-(4-(((2-aminoethoxy) carbonyl) amino) pyrrolo[2,1-f][1,2,4]triazin-7-yl) tetrahydrofuran-2-yl) methoxy) (phenoxy) phosphoryl) amino) propionate